(methyl)dimethyl-(octadecyl)ammonium C[N+](CCCCCCCCCCCCCCCCCC)(C)C